3a-Methyl-7-(difluoromethoxy)-2,3,3a,4-tetrahydro-1H-cyclopenta[b]quinoline CC12NC=3C=CC(=CC3C=C1CCC2)OC(F)F